1-(trifluoromethylthio)-5,6-dihydrospiro[3-azaindene-7,2'-[1,3]dioxolan]-4-ol FC(SC=1C=NC2=C(CCC3(OCCO3)C12)O)(F)F